C(C)C1=CC=2C(C3=CC=CC=C3C(C2C=C1)=O)=O L-2-ethyl-anthraquinone